[Si](C)(C)(C(C)(C)C)OC=1C=C2C(=NN(C2=CC1)C1OCCCC1)C=1C=C(C=NC1)[C@H](C)OCCOC[C@@H](C)CS(=O)(=O)[O-] [(1R)-2-[2-[(1S)-1-[5-[5-[tert-butyl(dimethyl)silyl]oxy-1-tetrahydropyran-2-yl-indazol-3-yl]-3-pyridyl]ethoxy]ethoxy]-1-methyl-ethyl]methanesulfonate